S(=O)(=O)(OC1=CC=C(C=C1)C(C1=CC=C(C=C1)O)C1=NC=CC=C1)[O-].[Na+] sodium 4-[(pyridin-2-yl)(4-hydroxyphenyl)methyl]phenyl sulfate